C1(=CC=CC=C1)N(C(=O)OCC1CCC(CC1)COCC(=O)O)C1=CC=CC=C1 ((1s,4s)-4-((Diphenylcarbamoyloxy)methyl)cyclohexyl)methoxyacetic Acid